(2-Oxo-2-(piperidin-1-yl)ethyl)zinc(II) bromide [Br-].O=C(C[Zn+])N1CCCCC1